O=C(C(=O)NC=1C2=C(C=NC1)C=NN2)N2[C@H](CC[C@@H](C2)C)C=2C=CC1=C(N=C(S1)C1CCNCC1)C2 2-oxo-N-(1H-pyrazolo[4,3-c]pyridin-7-yl)-2-[(2R,5S)-5-methyl-2-[2-(4-piperidyl)-1,3-benzothiazol-5-yl]-1-piperidyl]acetamide